3-[5-(3-bromopropyl)-3-methyl-2-oxo-1,3-benzodiazol-1-yl]piperidine-2,6-dione BrCCCC1=CC2=C(N(C(N2C)=O)C2C(NC(CC2)=O)=O)C=C1